ethyl (1R,2S,3S,4R)-3-((2-(5-fluoro-1-trityl-1H-pyrazolo[3,4-b]pyridin-3-yl)-7-(methoxymethyl)pyrrolo[2,1-f][1,2,4]triazin-4-yl)amino)bicyclo[2.2.2]octane-2-carboxylate FC=1C=C2C(=NC1)N(N=C2C2=NN1C(C(=N2)N[C@@H]2[C@H](C3CCC2CC3)C(=O)OCC)=CC=C1COC)C(C1=CC=CC=C1)(C1=CC=CC=C1)C1=CC=CC=C1